O1C2=C(CC1)C=C1CCCC1=C2N 3,5,6,7-Tetrahydro-2H-indeno[5,6-b]furan-8-amine